4-(5-Cyclopropyl-1,2,4-oxadiazol-3-yl)-N-{(1r,6s)-2,2-difluoro-6-[3-(propan-2-yl)-3,8-diazabicyclo[3.2.1]oct-8-yl]cyclohexyl}-4-methylpiperidine-1-carboxamide C1(CC1)C1=NC(=NO1)C1(CCN(CC1)C(=O)N[C@H]1C(CCC[C@@H]1N1C2CN(CC1CC2)C(C)C)(F)F)C